1-(4-chloro-2-fluorobenzyl)-6-methylisoquinolin-5-amine ClC1=CC(=C(CC2=NC=CC=3C(=C(C=CC23)C)N)C=C1)F